(S)-6-amino-N-(5-(tert-butyl)-4-methylthiazol-2-yl)-3-((7-(5-methyl-1,2,4-oxadiazol-3-yl)isoquinolin-1-yl)amino)hexanamide formate C(=O)O.NCCC[C@@H](CC(=O)NC=1SC(=C(N1)C)C(C)(C)C)NC1=NC=CC2=CC=C(C=C12)C1=NOC(=N1)C